CC=1N=C2N(C=CC(=C2)C2=C(C=CC(=N2)C#N)C2=CN=C(O2)CCC(C(F)(F)F)(F)F)C1 6-(2-methylimidazo[1,2-a]pyridin-7-yl)-5-(2-(3,3,4,4,4-pentafluorobutyl)oxazol-5-yl)picolinonitrile